(1-(9H-fluoren-9-yl)-3-oxo-2,7,10-trioxa-4-azatridecan-13-oyl)-L-glutamic acid dibenzyl ester C(C1=CC=CC=C1)OC([C@@H](NC(CCOCCOCCNC(OCC1C2=CC=CC=C2C=2C=CC=CC12)=O)=O)CCC(=O)OCC1=CC=CC=C1)=O